2-(2-chlorophenyl)[1,2,4]triazolo[1,5-c]quinazolin-5(6H)-one Methyl-(2-cyanophenyl)carbamate CN(C(O)=O)C1=C(C=CC=C1)C#N.ClC1=C(C=CC=C1)C1=NN2C(NC=3C=CC=CC3C2=N1)=O